CN1N=CC(=C1)C1=NN2C(NC3=C(C2=N1)C=CN=C3)=O 2-(1-methyl-1H-pyrazol-4-yl)pyrido[4,3-e][1,2,4]triazolo[1,5-c]pyrimidin-5(6H)-one